3-fluoro-N,N-bis[(4-methoxyphenyl)methyl]pyridine-2,5-diamine FC=1C(=NC=C(C1)N)N(CC1=CC=C(C=C1)OC)CC1=CC=C(C=C1)OC